4-(2,6-dichloropyridin-4-yl)morpholine ClC1=NC(=CC(=C1)N1CCOCC1)Cl